3-phenyl-1,4,5,6-tetrahydropyrrolo[3,4-c]pyrazole C1(=CC=CC=C1)C=1C2=C(NN1)CNC2